4-[[(trans-3-aminocyclopentyl)carbamoyl]-3-chloro-phenyl]-5-[1-(5-amino-2-pyridyl)-3-(trifluoromethyl)pyrazol-4-yl]-1-methyl-imidazole-2-carboxamide N[C@@H]1C[C@H](CC1)NC(=O)C1=C(C=CC=C1Cl)C=1N=C(N(C1C=1C(=NN(C1)C1=NC=C(C=C1)N)C(F)(F)F)C)C(=O)N